[O-]S(=O)(=O)C(F)(F)F.C(CCCC)[NH+]1C(CCC1)CCCC 1-Pentyl-2-butylpyrrolidinium triflat